2-Bromo-6-(1,1-dimethylethyl)-9H-carbazole BrC1=CC=2NC3=CC=C(C=C3C2C=C1)C(C)(C)C